N-((3-((5-((3S,4S)-4-amino-3-methyl-2-oxa-8-azaspiro[4.5]decan-8-yl)pyrazin-2-yl)thio)-2-chlorophenyl)carbamoyl)-2-fluorobenzenesulfonamide N[C@@H]1[C@@H](OCC12CCN(CC2)C=2N=CC(=NC2)SC=2C(=C(C=CC2)NC(=O)NS(=O)(=O)C2=C(C=CC=C2)F)Cl)C